[N+](=O)([O-])C1=C(C2=C(OCOC2)C=C1)O 6-nitrobenzo[d][1,3]dioxin-5-ol